(R)-5-(8-Cyclopropyl-6-(2-fluorophenyl)-4-methyl-4H-benzo[f]imidazo[1,5-a][1,4]diazepin-3-yl)-3-methyl-1,2,4-oxadiazole C1(CC1)C=1C=CC2=C(C(=N[C@@H](C=3N2C=NC3C3=NC(=NO3)C)C)C3=C(C=CC=C3)F)C1